(3,5-difluoropyridin-2-yl)methanol-d2 FC=1C(=NC=C(C1)F)C(O)([2H])[2H]